C(C)N(CCNC(=O)C1CN(C1)C(=O)C1=C(C(=C(C=C1)F)F)NC1=C(C=C(C=C1)I)F)CC N-[2-(diethylamino)ethyl]-1-({3,4-difluoro-2-[(2-fluoro-4-iodophenyl)amino]phenyl}carbonyl)azetidine-3-carboxamide